C(C)OC(=O)C=1C=NC=2C=C(C(NC2C1)=O)C(F)F 7-(difluoromethyl)-6-oxo-5H-1,5-naphthyridine-3-carboxylic acid ethyl ester